NC1=CC=C(C=C1)C1(CC1)C(=O)O 1-(4-aminophenyl)cyclopropanecarboxylic acid